C(C)(=O)OCC(=O)NC1=CC=C(C=C1)C=1N(C(C(=CN1)NCC1=CC2=C(OC3=C2C=CC=C3)C=C1)=O)CC(=O)O 2-(2-(4-(2-acetoxyacetamido)phenyl)-5-((dibenzo[b,d]furan-2-ylmethyl)amino)-6-oxopyrimidin-1(6H)-yl)acetic acid